FC(C1=CC=C(C=C1)C1CCC2(OCCO2)CC1)(F)F 8-[4-(trifluoromethyl)phenyl]-1,4-dioxaspiro[4.5]decane